ethyl-format C(C)OC=O